FC=1C=C(N)C=C(C1)S(F)(F)(F)(F)F 3-fluoro-5-(pentafluoro-λ6-sulfaneyl)aniline